(4-((tert-butoxycarbonyl)amino)pyridin-2-yl)methyl methanesulfonate CS(=O)(=O)OCC1=NC=CC(=C1)NC(=O)OC(C)(C)C